N-(5-(5-(difluoromethyl)-1,2,4-oxadiazol-3-yl)-2,3-dihydro-1H-inden-1-yl)-4-methylisoxazole-3-carboxamide FC(C1=NC(=NO1)C=1C=C2CCC(C2=CC1)NC(=O)C1=NOC=C1C)F